NC1=NC=C(C(=N1)NC1=CC(=C(C=C1)OC1=CC2=C(N(C=N2)C)C=C1)C)C#CC1N(CCC1)C(=O)OC(C)(C)C tert-butyl 2-((2-amino-4-((3-methyl-4-((1-methyl-1H-benzimidazol-5-yl)oxy)phenyl)amino)pyrimidin-5-yl)ethynyl)pyrrolidine-1-carboxylate